ethyl-oxygen aluminum [Al].C(C)[O]